CC(C(=O)O)(C)C=CC=CCCCC.C(C=C)N1N=CC=C1C(=O)N[C@H](C(=O)NC1=CC=C(C=C1)C=1C(=NNC1C)C)C1CCCCC1 (S)-1-allyl-N-(1-cyclohexyl-2-((4-(3,5-dimethyl-1H-pyrazol-4-yl)phenyl)amino)-2-oxoethyl)-1H-pyrazole-5-carboxamide methyloctadienyl-propionate